ICC(=O)NCCOCCOCCNC(OCC1C2=CC=CC=C2C=2C=CC=CC12)=O 9H-fluoren-9-ylmethyl [2-(2-{2-[(iodoacetyl)amino]ethoxy}ethoxy)ethyl]-carbamate